COCCOCCNC(=O)C1=CC2=CC=CC(=C2C=C1)C1=CC=C(C=C1)C(F)(F)F N-(2-(2-methoxy-ethoxy)ethyl)-5-(4-(trifluoromethyl)phenyl)-2-naphthamide